OC=1C=C(C=C2C(N(C(N2C)=[Se])C2=CC=CC=C2)=O)C=CC1 5-(3-hydroxybenzylidene)-1-methyl-3-phenyl-2-selenoxoimidazolidin-4-one